(3,6-dimethoxyfluorenyl)-tert-butylamino-dimethyl-titanium COC=1C=C(C=2CC3=CC=C(C=C3C2C1)OC)[Ti](C)(C)NC(C)(C)C